5-((6-(4-(4-amino-3-(4-phenoxyphenyl)-1H-pyrazolo[3,4-d]pyrimidin-1-yl)piperidin-1-yl)-6-oxohexyl)sulfanyl)-2-(2,6-dioxopiperidin-3-yl)-6-fluoroisoindoline-1,3-dione NC1=C2C(=NC=N1)N(N=C2C2=CC=C(C=C2)OC2=CC=CC=C2)C2CCN(CC2)C(CCCCCSC=2C=C1C(N(C(C1=CC2F)=O)C2C(NC(CC2)=O)=O)=O)=O